CC1=NN2C(N=CC=C2)=C1C(=O)O 2-methyl-pyrazolo[1,5-a]Pyrimidine-3-carboxylic acid